ClC1=C(C(=C(C(=O)CC(=O)OCC)C=C1F)F)F Ethyl (4-chloro-2,3,5-trifluorobenzoyl)acetate